B([O-])(O)O.C(CC(=O)O)(=O)OF.C(CC(=O)O)(=O)OF.[Li+] lithium difluoro dimalonate borate